S(=O)(=O)([O-])[O-].[Mg+2].[Ca+2].[NH4+] ammonium calcium magnesium sulfate salt